2-bromo-6-((2S,4R)-4-fluoropyrrolidine-2-carboxamido)pyridine 1-oxide BrC1=[N+](C(=CC=C1)NC(=O)[C@H]1NC[C@@H](C1)F)[O-]